ClCC1=NC2=C(N1CCOC)C=C(C=C2)C(=O)OC methyl 2-(chloromethyl)-1-(2-methoxyethyl)-1H-benzimidazole-6-carboxylate